C(CCCCCC=CCC=CCC=CCCCC)(=O)O 7,10,13-octadecatrienoic acid